C(=O)(O)CNC(C(=O)O)C(=O)OCC1C2=CC=CC=C2C=2C=CC=CC12 2-(carboxymethylamino)-3-(9H-fluoren-9-ylmethoxy)-3-oxopropanoic acid